BrC1=C(C=CC(=C1)F)C=1C(=NN(C1NC1=C(C=CC=C1F)Cl)C)C 4-(2-bromo-4-fluorophenyl)N-(2-chloro-6-fluorophenyl)-1,3-dimethyl-1H-pyrazol-5-amine